N2-(2-(1H-1,2,4-triazol-1-yl)ethyl)-N6-benzyl-3-phenylpyridine-2,6-diamine N1(N=CN=C1)CCNC1=NC(=CC=C1C1=CC=CC=C1)NCC1=CC=CC=C1